C(#N)C1=C(OC2=CC(=NC=N2)OC2=C(C=CC=C2)/C(/C(=O)OC)=C\OC)C=CC=C1 Methyl (2E)-2-(2-{[6-(2-cyanophenoxy) pyrimidin-4-yl] oxy} phenyl)-3-methoxyacrylate